C(#N)C=1C=C(C=CC1)[C@H](C)NC(=O)C1=CC=C2C(=C(N(C2=C1)C)C)CC=1C=C(OC(C(=O)O)(C)C)C=CC1 (S)-2-(3-((6-((1-(3-cyanophenyl)ethyl)carbamoyl)-1,2-dimethyl-1H-indol-3-yl)methyl)phenoxy)-2-methylpropanoic acid